methyl-(1r,4r)-N,N-dibenzyl-4-((tetrahydro-2H-pyran-4-yl)methoxy)cyclohexan-1-amine CC1(CCC(CC1)OCC1CCOCC1)N(CC1=CC=CC=C1)CC1=CC=CC=C1